C(=O)O.CN1N=NC2=C1C=CC(=C2C)C(C(C(=O)O)(C)C)C2=CC(=C(C=C2)C)CN2CCN(C1=C(C2)C=CC=C1)CC 3-(1,4-dimethyl-1H-benzo[d][1,2,3]triazol-5-yl)-3-(3-((1-ethyl-2,3-dihydro-1H-benzo[e][1,4]diazepin-4(5H)-yl)methyl)-4-methylphenyl)-2,2-dimethylpropanoic acid, formic acid salt